propan-2-amine dihydrochloride Cl.Cl.CC(C)N